4-(difluoromethyl)-5-[4-[(3S)-3-ethylmorpholin-4-yl]-6-[(3R)-3-methylmorpholin-4-yl]-1,3,5-triazin-2-yl]pyridin-2-amine FC(C1=CC(=NC=C1C1=NC(=NC(=N1)N1[C@H](COCC1)CC)N1[C@@H](COCC1)C)N)F